5-iodo-1H-indol IC=1C=C2C=CNC2=CC1